N-[2,4-difluoro-3-([[3-(2,2,2-trifluoroethyl)-1-[[2-(trimethylsilyl)ethoxy]methyl]pyrazolo[3,4-b]pyridin-5-yl]oxy]methyl)phenyl]-5-fluoro-2-methoxypyridine-3-sulfonamide FC1=C(C=CC(=C1COC=1C=C2C(=NC1)N(N=C2CC(F)(F)F)COCC[Si](C)(C)C)F)NS(=O)(=O)C=2C(=NC=C(C2)F)OC